NC1=NC=NC=2NC=3C=CC=C(C3C21)C(=O)O 4-amino-9H-pyrimido[4,5-b]indole-5-carboxylic acid